BrC1=CC=CC=2C=3N(C(=NC12)N[C@H](C(=O)N)CC)N=C(N3)C3=C(C=C(C=C3)Cl)OC(F)F (2S)-2-({7-bromo-2-[4-chloro-2-(difluoromethoxy)phenyl][1,2,4]triazolo[1,5-c]quinazolin-5-yl}amino)butanamide